C(CCCCCCCCCCCC)C(CCCCCCC[Si](O[Si](C)(C)C)(O[Si](C)(C)C)O[Si](C)(C)C)F tridecyl-fluorooctyl-tri(trimethylsiloxy)silane